4-chloro-N-(6-((1-methylpiperidin-4-yl)methyl)pyridin-2-yl)benzamide ClC1=CC=C(C(=O)NC2=NC(=CC=C2)CC2CCN(CC2)C)C=C1